The molecule is coumarin carrying a methyl group at C-4 and a succinyl-leucyl-tryrosyl side-chain at C-7. It has a role as a peptidomimetic. CC1=CC(=O)OC2=C1C=CC(=C2)NC(=O)[C@H](CC3=CC=C(C=C3)O)NC(=O)[C@H](CC(C)C)NC(=O)CCC(=O)O